COC1=CC=C(C(=N1)C)N1CN(C2=CC=C(C=C2C1=O)C(F)(F)F)C1=C(N=CS1)C 3-(6-methoxy-2-methylpyridin-3-yl)-1-(4-methylthiazol-5-yl)-6-(trifluoromethyl)-2,3-dihydroquinazolin-4(1H)-one